ClC1=CC=C(C=N1)NC1=NC=CC2=CC(=CC=C12)N=S(=O)(C)CC1CC1 ((1-((6-chloropyridin-3-yl)amino)isoquinolin-6-yl)imino)(cyclopropylmeth-yl)(methyl)-λ6-sulfanone